ClC1=CC=C(C=C1)C1=CC=C2CCC(C2=C1)NC(O[C@@H]1CN2CCC1CC2)=O (S)-quinuclidin-3-yl (6-(4-chlorophenyl)-2,3-dihydro-1H-inden-1-yl)carbamate